(S)-4-(((4-(4-(3-(5-(((1-acetylpiperidin-4-yl)amino)methyl)-6-methoxypyridin-2-yl)-2-chlorophenyl)-3-chloropyridin-2-yl)-2-methoxybenzyl)amino)methyl)pyrrolidin-2-one C(C)(=O)N1CCC(CC1)NCC=1C=CC(=NC1OC)C=1C(=C(C=CC1)C1=C(C(=NC=C1)C1=CC(=C(CNC[C@@H]2CC(NC2)=O)C=C1)OC)Cl)Cl